COC=1C=CC(=NC1)COC1=CC=C2CCN(CC2=C1)C(=O)OC(C)(C)C tert-Butyl 7-((5-methoxypyridin-2-yl)methoxy)-3,4-dihydroisoquinoline-2(1H)-carboxylate